2-[[2-(2-chlorophenyl)sulfanylacetyl]-[(4-cyanophenyl)methyl]amino]acetic acid ClC1=C(C=CC=C1)SCC(=O)N(CC(=O)O)CC1=CC=C(C=C1)C#N